FC(C1=C(C=CC(=C1)C(F)(F)F)C1CCC2=C(N(C1=O)CC#C)C=CC(=C2)F)(F)F 3-(2,4-Bis(trifluoromethyl)phenyl)-7-fluoro-1-(prop-2-ynyl)-4,5-dihydro-1H-benzo[b]azepine-2(3H)-one